1-(6-(5,6-Dimethoxypyridin-3-yl)-1H-benzo[D]imidazol-2-yl)-3-(2-(pyridin-3-yloxy)ethyl)urea COC=1C=C(C=NC1OC)C=1C=CC2=C(NC(=N2)NC(=O)NCCOC=2C=NC=CC2)C1